2-(4-{[(6S)-4-methyl-4-azaspiro[2.5]oct-6-yl]amino}pyrido[3,4-d]pyridazin-1-yl)-5-(trifluoromethyl)phenol CN1C2(CC2)CC[C@@H](C1)NC=1N=NC(=C2C1C=NC=C2)C2=C(C=C(C=C2)C(F)(F)F)O